2-Bromo-2-(2-chloropyrimidin-4-yl)-1-(2-fluoro-3-iodophenyl)ethan-1-one BrC(C(=O)C1=C(C(=CC=C1)I)F)C1=NC(=NC=C1)Cl